3-(2-Chloro-6-methyl-4-pyridyl)-2-(3-cyanophenyl)-N-[(2R)-2-hydroxypropyl]pyrazolo[1,5-a]pyrimidine-5-carboxamide ClC1=NC(=CC(=C1)C=1C(=NN2C1N=C(C=C2)C(=O)NC[C@@H](C)O)C2=CC(=CC=C2)C#N)C